(3-fluorophenyl)benzo[d]oxazole-2-thiol FC=1C=C(C=CC1)C1=CC=CC2=C1N=C(O2)S